ClC=1C=C(C=NC(C(=O)O)CC2=CC=C(C=C2)O)C=C(C1)O 2-(3-chloro-5-hydroxy-benzylideneamino)-3-(4-hydroxy-phenyl)propanoic acid